O=C(CC=O)N1CCC(CC1)CSC1=CC=NC2=CC(=CC=C12)C(F)(F)F 3-oxo-3-(4-(((7-(trifluoromethyl)quinolin-4-yl)thio)methyl)piperidin-1-yl)propanal